di(oxetan-3-yl)methyl-ethyl-methoxysilane tert-butyl-N-[2-(3-acetylpyrazin-2-yl)pyrimidin-5-yl]carbamate C(C)(C)(C)OC(NC=1C=NC(=NC1)C1=NC=CN=C1C(C)=O)=O.O1CC(C1)C(C1COC1)[SiH](OC)CC